4-[2-(cyclopropylmethoxy)-5-(methanesulfonyl)phenyl]-2-methylisoquinolin-1(2H)-one C1(CC1)COC1=C(C=C(C=C1)S(=O)(=O)C)C1=CN(C(C2=CC=CC=C12)=O)C